N-[(2-azido-5-bromoquinolin-7-yl)methyl]-N-(2-methanesulfonylpyridin-3-yl)pyridine-3-carboxamide N(=[N+]=[N-])C1=NC2=CC(=CC(=C2C=C1)Br)CN(C(=O)C=1C=NC=CC1)C=1C(=NC=CC1)S(=O)(=O)C